[Si](C)(C)(C(C)(C)C)OC(C(C=O)C)C 3-((tert-butyldimethylsilyl)oxy)-2-methylbutyraldehyde